C(C1=CC=CC=C1)C1CN2C(C(O1)(C)C)=CC(=C2C(C)C)C(=O)O 3-Benzyl-6-isopropyl-1,1-dimethyl-3,4-dihydro-1H-pyrrolo[2,1-c][1,4]Oxazine-7-carboxylic acid